(2R,4S)-2-(((S)-1-(((5-cyanothiophen-2-yl)methyl)amino)-1-oxopropan-2-yl)carbamoyl)-4-phenylpiperidine-1-carboxylic acid tert-butyl ester C(C)(C)(C)OC(=O)N1[C@H](C[C@H](CC1)C1=CC=CC=C1)C(N[C@H](C(=O)NCC=1SC(=CC1)C#N)C)=O